5,5''-(3-((6-hydroxy-4'-methoxy-[1,1'-biphenyl]-3-yl)methylene)penta-1,4-diyne-1,5-diyl)bis(5-hydroxy-4'-methoxy-[1,1'-biphenyl]-2(5H)-one) OC1=CC=C(C=C1C1=CC=C(C=C1)OC)C=C(C#CC1(C=CC(C(=C1)C1=CC=C(C=C1)OC)=O)O)C#CC1(C=CC(C(=C1)C1=CC=C(C=C1)OC)=O)O